tert-Butyl 4-(4-chlorobenzoyl)piperidine-1-carboxylate ClC1=CC=C(C(=O)C2CCN(CC2)C(=O)OC(C)(C)C)C=C1